1-(Azetidin-1-yl)-2-[6-(3-chloro-2-fluoro-phenyl)pyrazolo[4,3-b]pyridin-1-yl]ethanone N1(CCC1)C(CN1N=CC2=NC=C(C=C21)C2=C(C(=CC=C2)Cl)F)=O